C(#N)C(C)(C)C=1C=C(C(=O)NC2=CC(=C(C=C2)C)N2N=CC(=C2)C=2C=NC=CC2OCC2=COC=C2)C=CC1 3-(2-cyanopropan-2-yl)-N-(3-(4-(4-(furan-3-ylmethoxy)pyridin-3-yl)-1H-pyrazol-1-yl)-4-methylphenyl)benzamide